2-(4-(4-((5-(m-tolyl)imidazo[1,2-a]pyrazin-8-yl)amino)-1H-pyrazol-1-yl)piperidin-1-yl)acetic acid C1(=CC(=CC=C1)C1=CN=C(C=2N1C=CN2)NC=2C=NN(C2)C2CCN(CC2)CC(=O)O)C